6-Chloro-4-(3-chloroazetidin-1-yl)pyrido[3,2-d]pyrimidine ClC=1C=CC=2N=CN=C(C2N1)N1CC(C1)Cl